O=C1C=CC(=NN1C1=CC=CC=C1)C(=O)N[C@H](C)C1=CC(=CC=C1)S(F)(F)(F)(F)F 6-oxo-N-[(1R)-1-[3-(pentafluoro-λ6-sulfanyl)phenyl]ethyl]-1-phenyl-pyridazine-3-carboxamide